FC1=C(COC2=C(C(N(C(=C2)C)CC2=CC=C(C=C2)C(C(=O)N)O)=O)Cl)C=CC(=C1)F (4-((4-(2,4-difluorobenzyloxy)-3-chloro-6-methyl-2-oxopyridin-1(2H)-yl)methyl)phenyl)-2-hydroxyacetamide